O1CCN(CC1)C1=CC=C(C=C1)NC=1N=CC2=C(N1)C(=CS2)C2=CC=C(C=C2)CO (4-(2-(4-morpholinophenylamino)thieno[3,2-d]pyrimidin-7-yl)phenyl)meth-anol